Methyl 6-chloro-5-cyclopropyl-3-[(1,3-dimethylpyrazol-4-yl)amino]pyrazine-2-carboxylate ClC1=C(N=C(C(=N1)C(=O)OC)NC=1C(=NN(C1)C)C)C1CC1